1-(2-fluorophenyl)-(S)-1-methoxypropyl-(S)-2-propylcarbamate FC1=C(C=CC=C1)C[C@H](C)N(C([O-])=O)[C@H](CC)OC